FC1=C(C=CC(=C1F)OCCCCCCCCCCCCCCCCCCCC)S(=O)(=O)C=1C=NC2=CC=C(C=C2C1N1CCC(CC1)N1CCN(CC1)C1CCN(CC1)CC)OC(F)(F)F 3-((2,3-difluoro-4-(icosyloxy)phenyl)sulfonyl)-4-(4-(4-(1-ethylpiperidin-4-yl)piperazin-1-yl)piperidin-1-yl)-6-(trifluoromethoxy)quinoline